5-(2-(3-oxo-3-(4-(5-(trifluoromethyl)pyrimidin-2-yl)piperazine-1-yl)propoxy)ethyl)isoquinolin-1(2H)-one O=C(CCOCCC1=C2C=CNC(C2=CC=C1)=O)N1CCN(CC1)C1=NC=C(C=N1)C(F)(F)F